N-tert-butyl-2-[(2-{4-[2-(dimethylamino)ethoxy]pyridin-2-yl}-5-hydroxy-5H,6H,7H-cyclopenta[d]pyrimidin-4-yl)(methyl)amino]acetamide C(C)(C)(C)NC(CN(C)C=1C2=C(N=C(N1)C1=NC=CC(=C1)OCCN(C)C)CCC2O)=O